4-(8-(1-methyl-2,3-dihydro-1H-pyrrolo[2,3-b]pyridin-5-yl)-5-{[(3R)-1-methylpiperidin-3-yl]methoxy}imidazo[1,2-c]pyrimidin-7-yl)benzonitrile CN1CCC=2C1=NC=C(C2)C=2C=1N(C(=NC2C2=CC=C(C#N)C=C2)OC[C@H]2CN(CCC2)C)C=CN1